(R)-2-cyclopropyl-4-(3-(3-fluoro-4-methylphenyl)-3-(1,2,4-thiadiazol-5-yl)pyrrolidine-1-carboxamido)-N-methylpyrimidine-5-carboxamide C1(CC1)C1=NC=C(C(=N1)NC(=O)N1C[C@](CC1)(C1=NC=NS1)C1=CC(=C(C=C1)C)F)C(=O)NC